C(C=C)N(C(CC)=O)CC1=CC=C(C=C1)C1=NOC(=N1)C(F)(F)F N-allyl-N-[[4-[5-(trifluoromethyl)-1,2,4-oxadiazol-3-yl]phenyl]-methyl]propionamide